2-iodoterephthalic acid IC1=C(C(=O)O)C=CC(=C1)C(=O)O